C(\C=C/C(=O)O)(=O)O.COC=1C=C2C(=CNC2=CC1)C=C1C=C(C2=NC3=CC=CC=C3C2=C1)C(=O)NCCCCC 3-(5-methoxy-1H-indol-3-ylmethylene)-N-pentylcarbazoleamide hydrogen maleate